FC1=C(C=CC(=C1)F)C1=CC=C(C(N1)=O)C(=O)N[C@H]1CS(C=C1)(=O)=O (R)-6-(2,4-difluorophenyl)-N-(1,1-dioxido-2,3-dihydrothiophen-3-yl)-2-oxo-1,2-dihydropyridine-3-carboxamide